N2-tert-butoxycarbonyl-20-chloro-8,14-diphenyl-4,18-bis(3-chlorophenyl)-2,8,14-triazatetracyclo[13.3.1.13,7.19,13]henicosa-1(18),3,5,7(21),9(20),10,12,15(19),16-nonaene C(C)(C)(C)OC(=O)N1C2=C(C=CC(N(C3=CC=CC(N(C=4C=CC(=C1C4)C4=CC(=CC=C4)Cl)C4=CC=CC=C4)=C3Cl)C3=CC=CC=C3)=C2)C2=CC(=CC=C2)Cl